CNS(=O)(=O)CCC N-methylpropan-1-sulfonamide